N1(C=CC=C1)C1CN(CC1)C(=O)N1CC2(CCCC2)C(CC1)(O)CN1C=NC(=CC1=O)C1=CC=CC=C1 3-((7-(3-(1H-Pyrrol-1-yl)pyrrolidine-1-carbonyl)-10-hydroxy-7-azaspiro[4.5]decan-10-yl)methyl)-6-phenylpyrimidin-4(3H)-one